2-(3-{[4-(ethanesulfonyl)phenyl]-amino}prop-1-yn-1-yl)-N-(oxan-4-yl)-1-(2,2,2-trifluoroethyl)-1H-indol-4-amine C(C)S(=O)(=O)C1=CC=C(C=C1)NCC#CC=1N(C=2C=CC=C(C2C1)NC1CCOCC1)CC(F)(F)F